(±)-4-((cis)-4-(1-(6-chloro-1H-benzo[d]imidazol-2-yl)-2-methoxyethyl)cyclohexyl)-6-(trifluoromethyl)quinolone ClC=1C=CC2=C(NC(=N2)[C@H](COC)[C@H]2CC[C@H](CC2)C2=CC(NC3=CC=C(C=C23)C(F)(F)F)=O)C1 |&1:9|